ClC=1C=C(C=C(C1)Cl)C=1OC2=C(N1)C=CC(=C2)C(=O)NCCN(C(OC(C)(C)C)=O)C tert-butyl N-[2-[[2-(3,5-dichlorophenyl)-1,3-benzoxazole-6-carbonyl]amino]ethyl]-N-methyl-carbamate